8-amino-7-(bicyclo[1.1.1]pentan-1-yl)-N-[(2S,3R)-2-methyl-1,1-dioxo-2,3-dihydrothiophen-3-yl]-2-oxo-1H-quinoline-3-carboxamide NC=1C(=CC=C2C=C(C(NC12)=O)C(=O)N[C@H]1[C@@H](S(C=C1)(=O)=O)C)C12CC(C1)C2